FC1(C(C=2C(=NC(=CC2)C(F)(F)F)C1)NC)F 6,6-difluoro-N-methyl-2-(trifluoromethyl)-6,7-dihydro-5H-cyclopenta[b]pyridin-5-amine